COC=1C=C(C=NC1)C=1C=C(C(=O)OC)C=CC1 methyl 3-(5-methoxy-3-pyridyl)benzoate